(S)-2-((((9H-fluoren-9-yl)methoxy)carbonyl)(methyl)amino)-3-(quinolin-3-yl)propanoic acid C1=CC=CC=2C3=CC=CC=C3C(C12)COC(=O)N([C@H](C(=O)O)CC=1C=NC2=CC=CC=C2C1)C